rel-3-chloro-4-[(3,5-difluoropyridin-2-yl)methoxy]-2'-{2-[(2-hydroxyethyl)(methyl)amino]pyrimidin-4-yl}-5',6-dimethyl-[1,4'-bipyridin]-2-one ClC=1C(N(C(=CC1OCC1=NC=C(C=C1F)F)C)C1=CC(=NC=C1C)C1=NC(=NC=C1)N(C)CCO)=O